FC(C)(F)N1N=C(C(=C1)F)[S@@](=O)(N)=NC(NC1=C2C(=NC3=C1CCC3)[C@@H](CC2)C)=O (R)-1-(1,1-difluoroethyl)-4-fluoro-N'-(((R)-3-methyl-1,2,3,5,6,7-hexahydrodicyclopenta[b,e]pyridin-8-yl)carbamoyl)-1H-pyrazole-3-sulfonimidamide